C(#N)N1C(CCC1)C1=NOC(=N1)C=1C=C(C=CC1)C=1C(=CC=CC1)C(=O)OC methyl 3'-(3-(1-cyanopyrrolidin-2-yl)-1,2,4-oxadiazol-5-yl)-[1,1'-biphenyl]-2-carboxylate